FC(OC1=CC=C(C=C1)C1=CN=C2N1C=CN=C2NC2=CC(=C(C=C2)C(=O)N2CCN(CC2)C(=O)[C@@H]2CNCC2)C)F [4-[[3-[4-(difluoromethoxy)phenyl]imidazo[1,2-a]pyrazin-8-yl]amino]-2-methylphenyl]-[4-[(3S)-pyrrolidine-3-carbonyl]piperazin-1-yl]methanone